tert-butyl (3-oxocyclopentyl)carbamate O=C1CC(CC1)NC(OC(C)(C)C)=O